C1(CCCCC1)COC=1C=C(C=CC1)[S@](=O)CCNC(OC(C)(C)C)=O |r| (±)-tert-butyl (2-((3-(cyclohexylmethoxy)phenyl)sulfinyl)ethyl)carbamate